(S)-2-amino-N-(4-(4-amino-(4-phenoxyphenyl)-1H-pyrazolo[3,4-d]pyrimidin-1-yl)cyclohexyl)-butyramide hydrochloride Cl.N[C@H](C(=O)NC1CCC(CC1)N1N=C(C=2C1=NC=NC2N)C2=CC=C(C=C2)OC2=CC=CC=C2)CC